O[C@H](C(=O)N1[C@@H]([C@H]2C([C@H]2C1)(C)C)C(=O)N[C@@H](C[C@H]1C(NCC1)=O)C(COC(F)(F)F)=O)CC (1R,2S,5S)-3-((S)-2-hydroxybutanoyl)-6,6-dimethyl-N-((S)-3-oxo-1-((S)-2-oxopyrrolidin-3-yl)-4-(trifluoromethoxy)butan-2-yl)-3-azabicyclo[3.1.0]hexane-2-carboxamide